(S)-2-(1-(4-ethoxy-5-fluoropyridin-2-yl)ethyl)-7-((2-methyl-1H-imidazol-1-yl)methyl)-5-(1-methyl-6-oxo-4-(trifluoromethyl)-1,6-dihydropyridin-3-yl)-3,4-dihydroisoquinolin-1(2H)-one C(C)OC1=CC(=NC=C1F)[C@H](C)N1C(C2=CC(=CC(=C2CC1)C1=CN(C(C=C1C(F)(F)F)=O)C)CN1C(=NC=C1)C)=O